N-((1R,3r,5S)-8-azabicyclo[3.2.1]oct-3-yl)-3-hydroxybutyramide [C@H]12CC(C[C@H](CC1)N2)NC(CC(C)O)=O